BrC1=CC=2C3=C(C=NC2C=C1F)N(C(C31CN(C1)C(=O)OC)=O)C Methyl 8'-Bromo-7'-fluoro-3'-methyl-2'-oxo-2',3'-dihydrospiro[azetidine-3,1'-pyrrolo[2,3-c]quinoline]-1-carboxylate